N1N=C(C2=CC=CC=C12)CC[C@H]1N(CCC2=CC(=C(C=C12)OCC)OC)C=O (R)-1-(2-(1H-indazol-3-yl)ethyl)-7-ethoxy-6-methoxy-3,4-dihydroisoquinolin-2(1H)-formaldehyde